C(C)(C)(C)OC(N(CC=1N=C2N(C=CC=C2C)C1)C1=CC(=NC=2N1N=CC2I)Cl)=O (5-chloro-3-iodopyrazolo[1,5-a]pyrimidin-7-yl)((8-methylimidazo[1,2-a]pyridin-2-yl)methyl)carbamic acid tert-butyl ester